N-(3,3-dimethylbutyl)-2-(2-oxo-2,3-dihydro-1H-pyrido[2,3-b][1,4]thiazin-3-yl)acetamide CC(CCNC(CC1C(NC2=C(S1)N=CC=C2)=O)=O)(C)C